N1(CCOCC1)C1=CC=C(C=N1)C1=CC=C2C(=NC=NC2=C1)NC1=C(C=CC=C1)C 7-(6-morpholinylpyridin-3-yl)-N-(o-tolyl)quinazolin-4-amine